BrC=1SC=2C(N[C@@H](CN3C2C1OCC3=O)C(=O)OC)=O Methyl (S)-2-bromo-5,9-dioxo-4,5,6,7,8,9-hexahydro-3-oxa-1-thia-5a,8-diazabenzo[cd]azulene-7-carboxylate